methyl (Z)-3-((1H-indol-3-yl) methylene)-2-oxindole-6-carboxylate N1C=C(C2=CC=CC=C12)\C=C\1/C(NC2=CC(=CC=C12)C(=O)OC)=O